2-[4-[4-(4-aminobutan-2-yl)-N-methylanilino]phenoxy]pyrido[3,4-d]pyrimidin-4-ol NCCC(C)C1=CC=C(N(C)C2=CC=C(OC=3N=C(C4=C(N3)C=NC=C4)O)C=C2)C=C1